tert-butyl N-[[3-[[3-amino-6-[4-(9-benzyloxy-1,1,3-trimethyl-3-tetrahydropyran-2-yloxynonyl)sulfonylphenyl]pyrazine-2-carbonyl]amino]-2-hydroxy-phenyl]methyl]carbamate NC=1C(=NC(=CN1)C1=CC=C(C=C1)S(=O)(=O)C(CC(CCCCCCOCC1=CC=CC=C1)(OC1OCCCC1)C)(C)C)C(=O)NC=1C(=C(C=CC1)CNC(OC(C)(C)C)=O)O